(R)-2-methylbut-3-enoyl chloride C[C@@H](C(=O)Cl)C=C